7-fluoro-4-(5-fluoropyrimidin-2-yl)-2-((4-methoxybenzyl)thio)-5-(trifluoromethyl)-1H-indole FC=1C=C(C(=C2C=C(NC12)SCC1=CC=C(C=C1)OC)C1=NC=C(C=N1)F)C(F)(F)F